FC1=C(C(=CC=2C3=CC(=CC(=C3NC12)F)F)F)C1=CC=C(C=O)C=C1 4-(1,3,6,8-tetrafluorocarbazolyl)benzaldehyde